4-methylcyclohexane-1,2-dicarboxylic acid CC1CC(C(CC1)C(=O)O)C(=O)O